COC1=NC2=CC=CC(=C2C=N1)OCCOC1=CC=CC=C1 methoxy-5-(2-phenoxyethoxy)quinazolin